ethyl 1-(1-methylpyrazol-4-yl)pyrazole-3-carboxylate CN1N=CC(=C1)N1N=C(C=C1)C(=O)OCC